NC1=NC=2C=CC(=CC2C2=C1N(N=C2)C)C(=O)O 4-amino-3-methyl-3H-pyrazolo[3,4-c]quinoline-8-carboxylic acid